1-(4-(5-(4-isopropoxy-3-(trifluoromethyl)phenyl)-4,5-dihydroisoxazol-3-yl)benzyl)azetidine-3-carboxylic acid sodium salt [Na+].C(C)(C)OC1=C(C=C(C=C1)C1CC(=NO1)C1=CC=C(CN2CC(C2)C(=O)[O-])C=C1)C(F)(F)F